C1(=CC=CC=C1)C1=NN=C(S1)CNC(=O)C=1N=NN(C1)CCC1OCCC1 N-((5-phenyl-1,3,4-thiadiazol-2-yl)methyl)-1-(2-(tetrahydrofuran-2-yl)ethyl)-1H-1,2,3-triazole-4-carboxamide